nonylene adipate C1(CCCCC(=O)OCCCCCCCCCO1)=O